N1=CN=C(C2=C1NC=C2)NC=2C=NN(C2)C2(CN(C2)C(=O)C2CC2)CC#N 2-(3-(4-((7H-pyrrolo[2,3-d]pyrimidin-4-yl)amino)-1H-pyrazol-1-yl)-1-(cyclopropanecarbonyl)azetidin-3-yl)acetonitrile